OC(C)(C)CCC[C@@H](C)[C@H]1CC[C@H]2[C@@H]3CC=C4C[C@H](CC[C@]4(C)[C@H]3CC[C@]12C)S(=O)(=O)O 25-hydroxy-(3β)-cholest-5-en-3-sulfonic acid